1,1-diphenyl-3,6,9,12-tetraoxahexadec-1-ene C1(=CC=CC=C1)C(=COCCOCCOCCOCCCC)C1=CC=CC=C1